sulfur phosphorus butyl-octyl-molybdenum salt C(CCC)[Mo]CCCCCCCC.[P].[S]